NCCOCCNCC1=C(C=CC(=C1)Cl)OCC 2-(2-aminoethoxy)-N-(5-chloro-2-ethoxybenzyl)ethan-1-amine